FC=1C=C(C=CC1[C@@H]1[C@@H](CCC2=CC(=CC=C12)O)C1CCOCC1)N1CCC(CC1)CN1CCN(CC1)C=1C=C2CN(C(C2=CC1)=O)C1CNCCC1 3-(5-(4-((1-(3-Fluoro-4-((1R,2S)-6-hydroxy-2-(tetrahydro-2H-pyran-4-yl)-1,2,3,4-Tetrahydronaphthalen-1-yl)phenyl)piperidin-4-yl)methyl)piperazin-1-yl)-1-oxoisoindolin-2-yl)piperidine